C(C=C)(=O)NC=1C=C(C=CC1)N1N=NC(=C1)C1=C(C(=O)O)C=CN=C1 (1-(3-acrylamidophenyl)-1H-1,2,3-triazol-4-yl)isonicotinic acid